3-bromo-5-[(5-methylpyrazin-2-yl)amino]-1-{[2-(trimethylsilyl)ethoxy]methyl}-1H-pyrazole-4-carboxamide BrC1=NN(C(=C1C(=O)N)NC1=NC=C(N=C1)C)COCC[Si](C)(C)C